FC1(OC2=C(O1)C=CC(=C2)/C=C/C(=O)N2CCN(CC2)C(C2=NC(=CC=C2)C(C)(C)S(=O)(=O)C)=O)F (E)-3-(2,2-difluorobenzo[d][1,3]dioxol-5-yl)-1-(4-(6-(2-(methylsulfonyl)propan-2-yl)picolinoyl)piperazin-1-yl)prop-2-en-1-one